ClC=1C(=NC=CC1C1=C(C(=CC=C1)C1=NC(=C(C=C1)C=O)OC)Cl)C=1C=C2CCN(CC2=C(C1)OC)C(=O)OC(C)(C)C tert-Butyl 6-[3-chloro-4-[2-chloro-3-(5-formyl-6-methoxy-2-pyridyl)phenyl]-2-pyridyl]-8-methoxy-3,4-dihydro-1H-isoquinoline-2-carboxylate